N-(2-Fluoro-2-methylpropyl)-4-methoxy-5-(pyrazolo[1,5-a]pyridin-5-yl)-7H-pyrrolo[2,3-d]pyrimidin-2-amine FC(CNC=1N=C(C2=C(N1)NC=C2C2=CC=1N(C=C2)N=CC1)OC)(C)C